(1R,2S,5S)-N-(cyano(1,6-naphthyridin-8-yl)methyl)-6,6-dimethyl-3-(2-(1-methylcyclopropyl)-2-(2,2,2-trifluoroacetamido)acetyl)-3-azabicyclo[3.1.0]hexane-2-carboxamide C(#N)C(NC(=O)[C@@H]1[C@H]2C([C@H]2CN1C(C(NC(C(F)(F)F)=O)C1(CC1)C)=O)(C)C)C=1C=NC=C2C=CC=NC12